FC=1C=CC=2N(C3=CC=C(C=C3C2C1)F)C[C@H](CN1C(NCC1)=O)O (R)-1-(3-(3,6-difluoro-9H-carbazol-9-yl)-2-hydroxypropyl)imidazolidin-2-one